C(CCC)C=1C=C(C(=C(C1)O)C1C(CCC(C1)C)C(C)C)O 5-BUTYL-2-(2-ISOPROPYL-5-METHYLCYCLOHEXYL)BENZENE-1,3-DIOL